N-{5-chloro-7H-pyrrolo[2,3-d]Pyrimidin-4-yl}carbamic acid tert-butyl ester C(C)(C)(C)OC(NC=1C2=C(N=CN1)NC=C2Cl)=O